C(C)OC(=O)N1CCN(CC(C1)O)C1CCC(CC1)(C1=CC=CC=C1)C#N 4-(4-cyano-4-phenylcyclohexyl)-6-hydroxy-1,4-diazepan-1-carboxylic acid ethyl ester